4-(4-methylbenzenesulfonyl)benzophenone CC1=CC=C(C=C1)S(=O)(=O)C1=CC=C(C(=O)C2=CC=CC=C2)C=C1